5-[2-hydroxy-3-(1,2,3-triazol-1-yl)-propoxy]-2-methyl-1-(methylphenyl)indole-3-carboxylic acid ethyl ester C(C)OC(=O)C1=C(N(C2=CC=C(C=C12)OCC(CN1N=NC=C1)O)C1=C(C=CC=C1)C)C